tert-butyl (3S)-3-[4-[3-cyano-4-[(3-fluoro-6-methyl-2-pyridyl)sulfanyl]pyrazolo[1,5-a]pyridin-6-yl]pyrazol-1-yl]piperidine-1-carboxylate C(#N)C=1C=NN2C1C(=CC(=C2)C=2C=NN(C2)[C@@H]2CN(CCC2)C(=O)OC(C)(C)C)SC2=NC(=CC=C2F)C